3-chloro-5-nitrobenzene ClC=1C=CC=C(C1)[N+](=O)[O-]